ClCC(=O)N1C2=C(OC[C@@H]1C)N=C(C(=C2)CC2=CC=C(C=C2)F)NCC(F)(F)F (S)-2-chloro-1-(7-(4-fluorobenzyl)-2-methyl-6-((2,2,2-trifluoroethyl)amino)-2,3-dihydro-1H-pyrido[2,3-b][1,4]oxazin-1-yl)ethan-1-one